2-(2-Fluorophenyl)-N-[4-(4-fluoro-1H-pyrazol-1-yl)-3-sulfamoylphenyl]acetamide FC1=C(C=CC=C1)CC(=O)NC1=CC(=C(C=C1)N1N=CC(=C1)F)S(N)(=O)=O